Methyl 4-amino-1-(2,6-dichloro-4-propoxyphenyl)-6-oxo-1,6-dihydropyrimidine-5-carboxylate NC=1N=CN(C(C1C(=O)OC)=O)C1=C(C=C(C=C1Cl)OCCC)Cl